2-[(4-Fluorobenzoyl)amino]-N-(pyrrolidin-3-ylmethyl)benzamid FC1=CC=C(C(=O)NC2=C(C(=O)NCC3CNCC3)C=CC=C2)C=C1